tert-Butyl 2-(5-(2-(benzyloxy)-4-bromo-6-fluorophenyl)-1,3,4-thiadiazol-2-yl)-2,7-diazaspiro[3.5]nonane-7-carboxylate C(C1=CC=CC=C1)OC1=C(C(=CC(=C1)Br)F)C1=NN=C(S1)N1CC2(C1)CCN(CC2)C(=O)OC(C)(C)C